3-[3-[4-(2-isopropoxy-5-ethylsulphonylbenzoyl)piperazin-1-yl]propyl]-1H-indole-5-carbonitrile C(C)(C)OC1=C(C(=O)N2CCN(CC2)CCCC2=CNC3=CC=C(C=C23)C#N)C=C(C=C1)S(=O)(=O)CC